ethyl 2-chloro-3-oxopropanoate ClC(C(=O)OCC)C=O